2-[[[4-cyano-7-(2-fluoro-4-isopropyl-phenyl)-2,3-dihydrobenzofuran-5-yl]amino]methyl]prop-2-enoic acid C(#N)C1=C(C=C(C2=C1CCO2)C2=C(C=C(C=C2)C(C)C)F)NCC(C(=O)O)=C